[Si](C1=CC=CC=C1)(C1=CC=CC=C1)(C(C)(C)C)OCC1=NN(C(N1CC)=O)C1=CC2=C(OC(C(N2C(C)C)=O)C2=C(C=CC=C2F)Cl)C=C1F 6-(3-(((tert-butyldiphenylsilyl)oxy)methyl)-4-ethyl-5-oxo-4,5-dihydro-1H-1,2,4-triazol-1-yl)-2-(2-chloro-6-fluorophenyl)-7-fluoro-4-isopropyl-2H-benzo[b][1,4]oxazin-3(4H)-one